C(CC)C1(C=CC=C1)[Hf](N(C)C)(N(C)C)N(C)C n-propylcyclopentadienyl-tris(dimethylamino)hafnium